CCCCCCCCCCCCCCCCC(C(=O)O)O The molecule is a long-chain fatty acid that is stearic (octadecanoic) acid substituted at position 2 by a hydroxy group. It has a role as a human metabolite. It is a 2-hydroxy fatty acid and a hydroxyoctadecanoic acid. It is a conjugate acid of a 2-hydroxyoctadecanoate.